methyl 5-chloro-2-[[6-chloro-3-(4,4-difluorocyclohexen-1-yl)-4-quinolyl]amino]benzoate ClC=1C=CC(=C(C(=O)OC)C1)NC1=C(C=NC2=CC=C(C=C12)Cl)C1=CCC(CC1)(F)F